3-amino-4-(5-methyl-1H-indazol-4-yl)-6-[6-(1-phenylpropylamino)-2-pyridinyl]pyridine-2-carboxamide NC=1C(=NC(=CC1C1=C2C=NNC2=CC=C1C)C1=NC(=CC=C1)NC(CC)C1=CC=CC=C1)C(=O)N